ClC1=C(C=CC=C1C1=NC=CN=C1)SC=1N=C2C=NC(=NC2=NC1)N1CCC2([C@@H]([C@@H](OC2)C)N)CC1 (3S,4S)-8-(6-((2-chloro-3-(pyrazine-2-yl)phenyl)mercapto)pteridine-2-yl)-3-methyl-2-oxa-8-azaspiro[4.5]decane-4-amine